OCC1=CC=2N(C=C1)C(=CN2)C2=C1CNC(C1=C(C=C2)NC2=NC=C(C=C2)N2CCC(CC2)O)=O 4-[7-(hydroxymeth-yl)imidazo[1,2-a]pyridin-3-yl]-7-[[5-(4-hydroxy-1-piperidyl)-2-pyridyl]amino]isoindolin-1-one